C1(CCC1)CC1(NC=NN1)C(=O)OCC ethyl 5-(cyclobutylmethyl)-4H-1,2,4-triazole-5-carboxylate